3-(4-chloro-2-fluoro-phenyl)-5-(2,4-difluorophenyl)isoxazol-4-yl-methanol ClC1=CC(=C(C=C1)C1=NOC(=C1CO)C1=C(C=C(C=C1)F)F)F